FC=1C=CC2=C(COB2O)C1CO 5-fluoro-4-(hydroxymethyl)-3H-2,1-benzoxaborol-1-ol